C(C)(=O)OCC[N+]1=C(C(C2=CC=CC=C12)(C)C)C=CC=1CCCC2=CC3=CC=C(C=C3OC12)N(CC)CC 1-(2-acetoxyethyl)-2-(2-(6-(diethylamino)-2,3-dihydro-1H-xanthen-4-yl)vinyl)-3,3-dimethyl-3H-indol-1-ium